COCCN1C(N(C2=CC=C(C=C2C1=O)NC(=O)NC1=C(C=CC=C1)OC)CCN1CCCCC1)=O 1-(3-(2-methoxyethyl)-2,4-dioxo-1-(2-(piperidin-1-yl)ethyl)-1,2,3,4-tetrahydroquinazolin-6-yl)-3-(2-methoxyphenyl)urea